CN(C)C1=CC=CC2=CC=CC=C12 N,N-Dimethylamino-naphthalin